C1(=CCCC1)OC(C1=CC=C(C=C1)OC)=O cyclopent-1-en-1-yl-4-methoxybenzoate